5-(4-methylphenyl)-1-(4-sulfonylaminophenyl)-3-trifluoromethyl-1H-pyrazole-4-carbonitrile CC1=CC=C(C=C1)C1=C(C(=NN1C1=CC=C(C=C1)N=S(=O)=O)C(F)(F)F)C#N